N-[5-bromo-6-(dimethylamino)-[2,3-bipyridine]-3-yl]Methanesulfonamide BrC=1C=C(C(=NC1N(C)C)C=1C=NC=CC1)NS(=O)(=O)C